1-(3-{[4-(Benzyloxy)-2-cyclopropylphenyl]amino}phenyl)-4-cyclohexylbutan-1-ol C(C1=CC=CC=C1)OC1=CC(=C(C=C1)NC=1C=C(C=CC1)C(CCCC1CCCCC1)O)C1CC1